CS(=O)(=O)OC1=CC(=C(C=C1)[N+](=O)[O-])Cl.[Na] Sodium (3-chloro-4-nitrophenyl) methanesulfonate